N2-(4-(4,5-dimethyl-4H-1,2,4-triazol-3-yl)-2-methoxyphenyl)-6-methyl-N8-(tetrahydro-2H-pyran-4-yl)pyrido[3,4-d]pyrimidine-2,8-diamine CN1C(=NN=C1C)C1=CC(=C(C=C1)NC=1N=CC2=C(N1)C(=NC(=C2)C)NC2CCOCC2)OC